C(C)(C)N1N=C(C2=C1C=NN(C2=O)CC(=O)N[C@@H](C)C2=CC=C(C=C2)OC)C (S)-2-(1-isopropyl-3-methyl-4-oxo-1,4-dihydro-5H-pyrazolo[3,4-d]pyridazin-5-yl)-N-(1-(4-methoxyphenyl)ethyl)acetamide